FC1=C(C=CC=C1C(F)(F)F)CC(=O)NC=1C=NC(=C(C1)F)N1C=NC(=C1)C1CCOCC1 2-(2-fluoro-3-(trifluoromethyl)phenyl)-N-(5-fluoro-6-(4-(tetrahydro-2H-pyran-4-yl)-1H-imidazol-1-yl)pyridin-3-yl)acetamide